3-[4-(4-Hydroxy-3,5-diiodophenoxy)-3,5-diiodophenyl]-L-alanine OC1=C(C=C(OC2=C(C=C(C=C2I)C[C@H](N)C(=O)O)I)C=C1I)I